4-(allyloxy)-6-methoxy-2-phenethylisoindolin-1-one C(C=C)OC1=C2CN(C(C2=CC(=C1)OC)=O)CCC1=CC=CC=C1